C(C)(C)(C)N1N=CC(=C1C)C(=O)NCC1=NC(=NO1)C=1N(C2=CC=CC(=C2C1)N[C@H]1[C@H](CN(CC1)C)F)CC(F)(F)F 1-tert-butyl-N-{[3-(4-{[(3S,4R)-3-fluoro-1-methylpiperidin-4-yl]amino}-1-(2,2,2-trifluoroethyl)-1H-indol-2-yl)-1,2,4-oxadiazol-5-yl]methyl}-5-methyl-1H-pyrazole-4-carboxamide